CO[Si](OC1CCCCC1)(OC)OC trimethoxycyclohexyloxysilane